N1=C(C=CC=2CCCNC12)CCN1N=CC(=C1)C(=O)O 1-(2-(5,6,7,8-tetrahydro-1,8-naphthyridin-2-yl)ethyl)-1H-pyrazole-4-carboxylic acid